ClC1=NN2C(C(=N1)OC)=C(C=C2)C=2C=NC=1N(C2)C=CN1 2-chloro-5-(imidazo[1,2-a]pyrimidin-6-yl)-4-methoxypyrrolo[2,1-f][1,2,4]triazine